C1(CCC1)[C@H](NS(=O)C(C)(C)C)C1=CC=C(C=C1)F N-[(S)-cyclobutyl-(4-fluorophenyl)methyl]-2-methyl-propane-2-sulfinamide